benzyl N-[(4,4-difluorocyclohexyl)-[5-(hydroxymethyl)-1,3-benzoxazol-2-yl]methyl]carbamate FC1(CCC(CC1)C(NC(OCC1=CC=CC=C1)=O)C=1OC2=C(N1)C=C(C=C2)CO)F